C1(CCC2=NC=CC=C12)NC=1N=CC=C2C=C(SC12)C=1C(=C(N=C2C(CS(C12)(=O)=O)C(C)C)CC1CCOCC1)C=1OC(=NN1)C N-(R)-4-aza-1-indanyl(2-(3-isopropyl-6-(5-methyl-1,3,4-oxadiazol-2-yl)-1,1-dioxo-5-[(tetrahydro-2H-pyran-4-yl)methyl]-1λ6-thia-4-aza-7-indanyl)-1-thia-6-aza-7-indenyl)amine